ClC=1C(=NC(=NC1)N[C@H]1CNCCC1)C1=CNC2=CC=CC=C12 (R)-5-chloro-4-(1H-indol-3-yl)-N-(piperidin-3-yl)pyrimidin-2-amine